N-(2,4-dimethoxyphenyl)-2,2,2-trifluoroacetamide COC1=C(C=CC(=C1)OC)NC(C(F)(F)F)=O